CN1N=CC(=C1)N\C(\C)=C\1/C(NC=2C1=NC(=CC2)C=2C=NC=CC2C)=O (Z)-3-(1-((1-Methyl-1H-pyrazol-4-yl)amino)ethylidene)-5-(4-methylpyridin-3-yl)-1H-pyrrolo[3,2-b]pyridin-2(3H)-one